1-(6-((2-(2,6-dioxopiperidin-3-yl)-1,3-dioxoisoindolin-4-yl)amino)hexyl)-N4-(2-(((S)-2-methylpyrrolidin-1-yl)methyl)-1H-benzo[d]imidazol-5-yl)terephthalamide O=C1NC(CCC1N1C(C2=CC=CC(=C2C1=O)NCCCCCCC1(C(=O)N)CC=C(C(=O)NC2=CC3=C(NC(=N3)CN3[C@H](CCC3)C)C=C2)C=C1)=O)=O